ClC=1C=CC(=C(C(=O)OC)C1)NC1=C(C=C(C=C1)F)C(C)C methyl 5-chloro-2-((4-fluoro-2-isopropylphenyl)-amino)benzoate